ClC1=C(C(=O)N[C@H](C(=O)O)CC2=CC=C(C=C2)N2C(N(C3=C2C=C(C(=C3)Cl)Cl)C)=O)C(=CC=C1)F (S)-2-(2-chloro-6-fluorobenzamido)-3-(4-(5,6-dichloro-3-methyl-2-oxo-2,3-dihydro-1H-benzo[d]imidazol-1-yl)phenyl)propionic acid